3-(4-((2-(methyl(phenyl)amino)-3,4-dioxocyclobut-1-en-1-yl)amino)phenyl)-5-(pyridin-2-ylamino)-1H-pyrazole-4-carboxamide CN(C1=C(C(C1=O)=O)NC1=CC=C(C=C1)C1=NNC(=C1C(=O)N)NC1=NC=CC=C1)C1=CC=CC=C1